2,8-dimethylfluorene CC1=CC=2CC3=C(C=CC=C3C2C=C1)C